C(C)SCC(=O)OC1=CC=CC=2N=C(OC21)C2=CC(=CC=C2)NC(CSCC)=O 2-(3-(2-(ethylthio)acetamido)phenyl)benzo[d]oxazol-7-yl 2-(ethylthio)acetate